C12C(CC(CC1)C2)N2CN=C(C=C2)C2=CC=CC=C2 (N-2-norbornyl)-4-phenylpyrimidine